FC1=CC(=C2C=CN(C2=C1)C)N1C(C2=CC(=C(C=C2C(=C1)C(=O)N1CCOC2(CC2)C1)OC)OC)=O 2-(6-fluoro-1-methyl-1H-indol-4-yl)-6,7-dimethoxy-4-{4-oxa-7-azaspiro[2.5]octane-7-carbonyl}-1,2-dihydroisoquinolin-1-one